(1r,3r)-3-(4-(3-(2-Chloro-6-fluorophenyl)-4-(pyrimidin-2-yl)isoxazol-5-yl)-5-(trifluoro-methyl)-1H-pyrazol-1-yl)-1-methylcyclobutan-3-d-1-ol ClC1=C(C(=CC=C1)F)C1=NOC(=C1C1=NC=CC=N1)C=1C=NN(C1C(F)(F)F)C1(CC(C1)(O)C)[2H]